N1CCCCC1 (2S)-piperidine